1-(2-hydroxy-2-methylpropyl)-1H-tetrazole-5-carboxylic acid OC(CN1N=NN=C1C(=O)O)(C)C